BrC1=CC=C(C(=N1)CC1(CC(N(CC1)CC1=C(C(=CC=C1)Cl)F)C)C(=O)OC)F methyl 4-((6-bromo-3-fluoropyridin-2-yl) methyl)-1-(3-chloro-2-fluorobenzyl)-2-methylpiperidine-4-carboxylate